(1H-pyrazol-4-yl)-methylamine N1N=CC(=C1)NC